diphenyl-(4-methylphenyl)phosphine oxide C1(=CC=CC=C1)P(C1=CC=C(C=C1)C)(C1=CC=CC=C1)=O